C1(C=CC=CC=C1)=C(C#N)C#N (2,4,6-cycloheptatrien-1-ylidene)malononitrile